(7S)-7-Methyl-3-(2-{[(1,3-oxazol-5-yl)methyl]amino}ethyl)-2-[2-(1H-pyrazol-1-yl)ethyl]-3H,6H,7H,8H,9H-imidazo[4,5-f]chinolin C[C@@H]1NC2=CC=C3C(=C2CC1)N=C(N3CCNCC3=CN=CO3)CCN3N=CC=C3